3-chloro-6-chloropyrazine ClC=1C=NC(=CN1)Cl